BrC1=CC=CC=2N=C(SC21)[C@H]2N(CCC1=C2N=CN1)C(=O)C=1C=NN2C1C=CC=C2 (S)-(4-(7-bromobenzo[d]thiazol-2-yl)-6,7-dihydro-1H-imidazo[4,5-c]pyridin-5(4H)-yl)(pyrazolo[1,5-a]pyridin-3-yl)methanone